ClC=1C(=C(NC=2C3=C(N=CN2)C=CC(=N3)O[C@@H]3CN(CC3)C(C=C)=O)C=CC1OC[C@H]1OCCCC1)F 1-[(3S)-3-[4-[3-chloro-2-fluoro-4-[[(2S)-tetrahydropyran-2-yl]methoxy]anilino]pyrido[3,2-d]pyrimidin-6-yl]oxypyrrolidin-1-yl]prop-2-en-1-one